(S or R)-4-((1R,5S)-3,8-diazabicyclo[3.2.1]octan-3-yl)-6-chloro-8-fluoro-2-(2-(morpholinylethoxy)quinazolin-7-yl)naphthalen-2-ol dihydrochloride Cl.Cl.[C@H]12CN(C[C@H](CC1)N2)C2=C[C@](CC1=C(C=C(C=C21)Cl)F)(O)C2=CC=C1C=NC(=NC1=C2)OCCN2CCOCC2 |o1:12|